ClC1=CC=C(C=C1)NC(NCCC1=C(C=CC=C1)F)=O 3-(4-Chlorophenyl)-1-[2-(2-fluorophenyl)ethyl]urea